2-Methyl-2-(4-methylpent-3-enyl)-7-[(E)-2-phenylethenyl]chromen-5-ol CC1(OC=2C=C(C=C(C2C=C1)O)\C=C\C1=CC=CC=C1)CCC=C(C)C